(2S,4R)-4-fluoro-N-(1-(5-fluoropyridin-2-yl)-1H-pyrazol-3-yl)pyrrolidine-2-carboxamide F[C@@H]1C[C@H](NC1)C(=O)NC1=NN(C=C1)C1=NC=C(C=C1)F